ClC1=CC=C(C=C1)C=1N(C(=CN1)C)CC1=C(OCCC[C@H](CC(=O)OCC)C)C=CC=C1 ethyl (R)-6-(2-((2-(4-chlorophenyl)-5-methyl-1H-imidazol-1-yl) methyl) phenoxy)-3-methylhexanoate